6-fluoro-N-[5-(2-fluoroethoxy)-4,6-dimethoxy-pyrimidin-2-yl]-7-pyrazin-2-yl-1H-indole-3-sulfonic acid amide FC1=CC=C2C(=CNC2=C1C1=NC=CN=C1)S(=O)(=O)NC1=NC(=C(C(=N1)OC)OCCF)OC